COC=1C=C(C=CC1)C=1C(OC2=CC=C(C=C2C1C)O)C1=CC=C(C=C1)\C=C/CN1C[C@@H](CC1)C 3-(3-Methoxyphenyl)-4-methyl-2-{4-[(Z)-3-((R)-3-methylpyrrolidin-1-yl)propenyl]phenyl}-2H-chromen-6-ol